N-methyl-5-[4-({4-oxo-2H,3H,5H-furo[3,2-c]quinolin-7-yl}methyl)piperazin-1-yl]pyridine-2-carboxamide CNC(=O)C1=NC=C(C=C1)N1CCN(CC1)CC=1C=CC=2C3=C(C(NC2C1)=O)CCO3